NC1=CC(=NC=C1C)C1=CC(=C(C(=O)NC=2C(=NNC2Cl)C)C=C1F)O[C@H](C(F)(F)F)C (S)-4-(4-amino-5-methylpyridin-2-yl)-N-(5-chloro-3-methyl-1H-pyrazol-4-yl)-5-fluoro-2-((1,1,1-trifluoropropan-2-yl)oxy)benzamide